(11aS)-8-chloro-7-fluoro-11-methyl-5-(methylsulfinyl)-2,3,11,11a-tetrahydro-1H-10-oxa-3a,4,6,9-tetraazanaphtho[1,8-ef]azulene ClC1=C(C=2C3=C([C@@H]4C(ON=C14)C)CCCN3N=C(N2)S(=O)C)F